5-(1'-(cyclobutylmethyl)-6'-oxo-1',6'-dihydro-[3,3'-bipyridin]-5-yl)-1-methylindolin-2-one C1(CCC1)CN1C=C(C=CC1=O)C=1C=NC=C(C1)C=1C=C2CC(N(C2=CC1)C)=O